(1S,5R)-2-methyl-8-azabicyclo[3.2.1]octan-2-ol 2,2,2-trifluoroacetate FC(C(=O)O)(F)F.CC1([C@@H]2CC[C@H](CC1)N2)O